FC1=C(C=CC=C1)C1=C(C(=C(C=C1)N1N=CCCC1=O)F)C (2',3-Difluoro-2-methylbiphenyl-4-yl)-4,5-dihydropyridazin-3(2H)-one